COC1=C(C=C(C=C1)C=1C=CC2=C(N(N=N2)C2=CC(=C(C=C2)OC)OC)C1)O 6-(4-methoxy-3-hydroxyphenyl)-1-(3,4-dimethoxyphenyl)-1H-benzo[d][1,2,3]triazole